4,4'-di(behenyl)benzophenone C(CCCCCCCCCCCCCCCCCCCCC)C1=CC=C(C(=O)C2=CC=C(C=C2)CCCCCCCCCCCCCCCCCCCCCC)C=C1